(3-methyl-2-oxo-1-(tetrahydro-2H-pyran-4-yl)-2,3-dihydro-1H-imidazo[4,5-c]Pyridin-6-yl)(2-methyl-4-(1-(1-methyl-2-nitro-1H-imidazol-5-yl)ethoxy)phenyl)carbamic acid tert-butyl ester C(C)(C)(C)OC(N(C1=C(C=C(C=C1)OC(C)C1=CN=C(N1C)[N+](=O)[O-])C)C1=CC2=C(C=N1)N(C(N2C2CCOCC2)=O)C)=O